(R)- and (S)-N-(1-(1-(2,4-bis(trifluoromethyl)phenyl)ethyl)-1H-pyrazol-4-yl)-5-(pyridin-3-yl)isoxazole-3-carboxamide FC(C1=C(C=CC(=C1)C(F)(F)F)[C@@H](C)N1N=CC(=C1)NC(=O)C1=NOC(=C1)C=1C=NC=CC1)(F)F |r|